N(=[N+]=[N-])CC1=NN(C(=C1)C#CC=1C=C2C=CC=NC2=C(C1)OCC1=CC=C(C=C1)OC)C 6-((3-(azidomethyl)-1-methyl-1H-pyrazol-5-yl)ethynyl)-8-((4-methoxybenzyl)oxy)quinoline